N1=CC(=CC=C1)N1CCC2=C1N=C(N=C2OCC2OCCC2)N2CCOCC2 4-(7-(pyridin-3-yl)-4-((tetrahydrofuran-2-yl)methoxy)-6,7-dihydro-5H-pyrrolo[2,3-d]pyrimidin-2-yl)morpholine